C1(=CC(=CC=C1)CCCCCCCCCCCCCCCCCCC(=O)N)CCCCCCCCCCCCCCCCCCC(=O)N m-xylylenedistearamide